1-[(8aS)-6-Chloro-5-(5-methyl-1H-indazol-4-yl)-8a,9,11,12-tetrahydropyrazino[2',1':3,4][1,4]oxazepino[5,6,7-de]quinazolin-10(8H)-yl]-2-propen-1-one ClC1=C2C3=C(N=CN=C3C=C1C1=C3C=NNC3=CC=C1C)N1[C@H](CO2)CN(CC1)C(C=C)=O